C(=CCCCCCCCCCCCCCCCC)N1C(=C(C(C2=C(C=C(C=C12)OCC1=CC=CC=C1)OCC1=CC=CC=C1)=O)OCC1=CC=CC=C1)C1=CC=C(C=C1)OCC1=CC=CC=C1 N-octadecenyl-2-(4-benzyloxyphenyl)-3,5,7-tribenzyloxy-quinolin-4-one